(6-amino-2-(trifluoromethyl)pyridin-3-yl)(pyrrolidin-1-yl)methanone NC1=CC=C(C(=N1)C(F)(F)F)C(=O)N1CCCC1